C(C1CO1)OCCC[Si](OC)(OC)C=C γ-glycidoxypropyl-vinyl-dimethoxysilane